C[C@H]1CN(C[C@H](N1)C)C1=C2C=NC(=NC2=C(C=C1)C(=O)NC1=CC2=CN(N=C2C(=C1)F)C)OCCCN1C(CCC1)=O 5-((3S,5R)-3,5-dimethylpiperazin-1-yl)-N-(7-fluoro-2-methyl-2H-indazol-5-yl)-2-(3-(2-oxopyrrolidin-1-yl)propoxy)quinazoline-8-carboxamide